[6-[3-(3,3-difluorocyclobutyl)-1H-1,2,4-triazol-5-yl]-2-azaspiro-[3.3]heptan-2-yl]-[6-[[5-(trifluoromethyl)pyrazin-2-yl]methyl]-2,6-diazaspiro[3.3]heptan-2-yl]methanone FC1(CC(C1)C1=NNC(=N1)C1CC2(CN(C2)C(=O)N2CC3(C2)CN(C3)CC3=NC=C(N=C3)C(F)(F)F)C1)F